(4-(2,4-difluorophenoxy)-2-methyl-5-(1-methyl-7-oxo-6,7-dihydro-1H-pyrrolo[2,3-c]pyridin-3-yl)phenyl)pyrrolidine-2,5-dione FC1=C(OC2=CC(=C(C=C2C2=CN(C=3C(NC=CC32)=O)C)N3C(CCC3=O)=O)C)C=CC(=C1)F